C(C)N1CCC(CC1)NC=1C=2C=C(N=CC2C(=C(C1)C1=C(C=CC=C1C)F)F)N N5-(1-Ethyl-4-piperidyl)-8-fluoro-7-(2-fluoro-6-methyl-phenyl)isoquinoline-3,5-diamine